3-(2-(4-bromophenoxy)ethyl)oxetane BrC1=CC=C(OCCC2COC2)C=C1